CO[As]([O-])(O)=O.CO[As](O)(O)=O.[Na+].ClC1=CC=C(C=N1)CN1\C(\C=CC=C1)=N/C(C(F)(F)F)=O (Z)-N-[1-[(6-chloro-3-pyridyl)methyl]-2-pyridylidene]-2,2,2-trifluoro-acetamide monosodium methyl-arsenate methyl-arsenate